(2S)-N-(5-chloropyridin-2-yl)-2-(3-(3-hydroxy-1H-pyrazol-5-yl)piperidin-1-yl)propanamide ClC=1C=CC(=NC1)NC([C@H](C)N1CC(CCC1)C1=CC(=NN1)O)=O